ClC=1C=C2C(NC=NC2=CC1)=O 6-chloro-4(3H)quinazolinone